OCC1CCC(CC1)N1N=C2C=NC(=CC2=C1)C=1C(=NC(=CC1)C)C(=O)N [2-[4-(hydroxymethyl)cyclohexyl]pyrazolo[3,4-c]pyridin-5-yl]-6-methyl-pyridine-2-carboxamide